C(CC[C@@H](C(=O)O)NC(=O)C1=CC=C(NCC2=CN=C3N=C(N)NC(=O)C3=N2)C=C1)(=O)[O-].C[Mg+] methyl-magnesium folate